3-(sec-butyl)-N-(1-(2-hydroxyethyl)pyrrolidin-3-yl)-2-oxo-1,2,3,5-tetrahydro-4H-benzo[1,4]diazepine-4-carboxamide C(C)(CC)C1C(NC2=C(CN1C(=O)NC1CN(CC1)CCO)C=CC=C2)=O